5-propyl-2-azabicyclo[4.2.0]Octane-7-carboxylic acid C(CC)C1CCNC2CC(C12)C(=O)O